4-(6-(2-methyl-1,3-dioxolan-2-yl)pyridin-3-yl)piperazine-1-carboxylic acid benzyl ester C(C1=CC=CC=C1)OC(=O)N1CCN(CC1)C=1C=NC(=CC1)C1(OCCO1)C